OC1=C(C(=CC=C1C=O)OC)F 6-hydroxy-4-methoxy-5-fluorobenzaldehyde